2-((2S,4R)-4-Amino-1-(5-chlorobenzo[d]thiazol-2-carbonyl)pyrrolidin-2-yl)-N-((S)-6-guanidino-1-(methylamino)-1-oxohexan-2-yl)thiazol-4-carboxamid N[C@@H]1C[C@H](N(C1)C(=O)C=1SC2=C(N1)C=C(C=C2)Cl)C=2SC=C(N2)C(=O)N[C@H](C(=O)NC)CCCCNC(=N)N